O3-benzyl O9-tert-butyl 5,5-difluoro-3,9-diazaspiro[5.5]undecane-3,9-dicarboxylate FC1(CN(CCC12CCN(CC2)C(=O)OC(C)(C)C)C(=O)OCC2=CC=CC=C2)F